C(C)(C)N1C(N(C(C(=C1)C(=O)O)=O)C1=NC=C(C=C1)C)=O 1-Isopropyl-3-(5-methylpyridin-2-yl)-2,4-dioxo-1,2,3,4-tetrahydropyrimidine-5-carboxylic acid